β-methyl-DL-phenylalanine CC([C@H](N)C(=O)O)C1=CC=CC=C1 |r|